1-(2-fluoro-4-(5-(trifluoromethyl)-1,2,4-oxadiazol-3-yl)phenyl)-2-((1-methyl-1H-1,2,4-triazol-3-yl)methoxy)ethan-1-one FC1=C(C=CC(=C1)C1=NOC(=N1)C(F)(F)F)C(COCC1=NN(C=N1)C)=O